CC1([C@H]2CCC[C@H]1C2)C (1S,2R,5S)-6,6-dimethylbicyclo[3.1.1]heptan